butylidenestyrene C(CCC)=C=CC1=CC=CC=C1